4-methoxy-N-[(1r,3s)-3-{[2-(trifluoromethyl)quinazolin-4-yl]amino}cyclohexyl]benzamide COC1=CC=C(C(=O)N[C@H]2C[C@H](CCC2)NC2=NC(=NC3=CC=CC=C23)C(F)(F)F)C=C1